lead sulfate chromate [Cr](=O)(=O)([O-])[O-].S(=O)(=O)([O-])[O-].[Pb+4]